O.O.C1(CCCCC1)C=1C(=C(C=CC1)S(=O)(=O)O)C1CCCCC1 dicyclohexylbenzenesulfonate dihydrate